(S)-N-(8-((methyl-d3)amino)-5-(5-(2-methylmorpholino)benzo[d]oxazol-2-yl)-2,7-naphthyridin-3-yl)cyclopropanecarboxamide C([2H])([2H])([2H])NC=1N=CC(=C2C=C(N=CC12)NC(=O)C1CC1)C=1OC2=C(N1)C=C(C=C2)N2C[C@@H](OCC2)C